N-[1-(3,5-Difluoropyridin-2-yl)ethyl]-2-[(3R)-3-methyl[1,4'-bipiperidin]-1'-yl]-1,3-thiazole-5-carboxamide FC=1C(=NC=C(C1)F)C(C)NC(=O)C1=CN=C(S1)N1CCC(CC1)N1C[C@@H](CCC1)C